1,2,3,5,6,8A-hexahydro-4,7-dimethyl-1-(1-methylethyl)naphthalene CC=1CCC(C2C=C(CCC12)C)C(C)C